N1=CN=C(C2=C1NC=C2)N2CCSC(=C2)C(=O)ON2C(CCC2=O)=O 2,5-dioxopyrrolidin-1-yl 4-(7H-pyrrolo[2,3-d]pyrimidin-4-yl)-3,4-dihydro-2H-1,4-thiazine-6-carboxylate